(7S)-2-(((1-((6-chloro-5-fluoropyridin-3-yl)methyl)-1H-pyrazol-4-yl)methyl)amino)-7-ethyl-4,8-dimethyl-7,8-dihydropteridin-6(5H)-one ClC1=C(C=C(C=N1)CN1N=CC(=C1)CNC1=NC=2N([C@H](C(NC2C(=N1)C)=O)CC)C)F